OC(CC(=O)O)(C(CCCCCCCCCCCCCCCC)C(=O)O)C(=O)O 2-hydroxynonadecane-1,2,3-tricarboxylic acid